CC(C(=O)O)(C(NCCC1=NC=CC=C1)=O)C 2,2-dimethyl-3-oxo-3-((2-(pyridin-2-yl)ethyl)amino)propionic acid